Bis(4-aminophenoxy)propane NC1=CC=C(OC(C)(C)OC2=CC=C(C=C2)N)C=C1